C1(CC1)C1=C(C(=NN1)C(=O)OCC)SCC ethyl 5-cyclopropyl-4-(ethylthio)-1H-pyrazole-3-carboxylate